Cl.C(C)NCC=1NC2=C(C(=NC=3C=C(C=CC23)C2=NNC=C2)N)N1 2-((ethylamino)methyl)-7-(1H-pyrazol-3-yl)-1H-imidazo[4,5-c]Quinolin-4-amine HCl salt